ClC1=C(C(=O)Cl)C=C(C(=C1Cl)Cl)Cl 2,3,4,5-tetrachlorobenzoyl chloride